2-((3-chloro-4-fluorophenyl)((4-chlorobenzyl)oxy)methyl)-5-methyl-4-(methylsulfonyl)-1H-imidazole ClC=1C=C(C=CC1F)C(C=1NC(=C(N1)S(=O)(=O)C)C)OCC1=CC=C(C=C1)Cl